4-((3-cyclohexyl-5-fluoro-2,3-dihydro-1H-benzo[d]imidazol-1-yl)sulfonyl)-N,N-dimethylbenzenesulfonamide C1(CCCCC1)N1CN(C2=C1C=C(C=C2)F)S(=O)(=O)C2=CC=C(C=C2)S(=O)(=O)N(C)C